OCC1CCC(CC1)NC(C1=NC(=CC=C1)N1C=NC=C1)=O N-(4-(hydroxymethyl)cyclohexyl)-6-(1H-imidazol-1-yl)picolinamide